N(=[N+]=[N-])CC=1C=C(C=CC1)S(=O)(=O)NC=1C=CC(=C2C(=CNC12)C#N)C 3-(azidomethyl)-N-(3-cyano-4-methyl-1H-indol-7-yl)benzene-1-sulfonamide